ClC=1C=C(C(=NC1)C1CC1)NC(\C=C\C1=C(C=C2C(=N1)N(N=C2)C2OCCCC2)F)=O (E)-N-(5-chloro-2-cyclopropylpyridin-3-yl)-3-(5-fluoro-1-(tetrahydro-2H-pyran-2-yl)-1H-pyrazolo[3,4-b]pyridin-6-yl)acrylamide